tert-butyl 7-bromo-3,4-dihydro-2H-quinoline-1-carboxylate BrC1=CC=C2CCCN(C2=C1)C(=O)OC(C)(C)C